6-ethoxy-4-(6-(6-((6-methoxypyridin-3-yl)methyl)-3,6-diazabicyclo[3.1.1]heptan-3-yl)pyridin-3-yl)-1H-pyrazolo[3',4':3,4]pyrazolo[1,5-a]pyridine C(C)OC=1C=C(C=2N(C1)N=C1C2C=NN1)C=1C=NC(=CC1)N1CC2N(C(C1)C2)CC=2C=NC(=CC2)OC